C(C)N(C1=NC(=CC=C1NC(CC1=CC(=CC(=C1)F)F)=O)NCC1=CC=C(C=C1)F)CC N-[2-Diethylamino-6-(4-fluoro-benzylamino)-pyridin-3-yl]-2-(3,5-difluoro-phenyl)-acetamide